Cyclobutylmethyl (2-amino-5-(thiophen-2-yl)phenyl)carbamate NC1=C(C=C(C=C1)C=1SC=CC1)NC(OCC1CCC1)=O